4-[(5-oxopyrrolidin-3-yl)methyl]piperazine-1-carboxylic acid benzyl ester C(C1=CC=CC=C1)OC(=O)N1CCN(CC1)CC1CNC(C1)=O